C(#N)C1=CC(=C(C=C1)CC(=O)OCC)C ethyl 2-(4-cyano-2-methylphenyl)acetate